[Ti].[Nb].[Cu].[Co].[Zr] zirconium cobalt copper niobium titanium